C1(=CC=CC=C1)CCN1C(NC2=CC=CC=C2C1=O)=O 3-phenylethylquinazoline-2,4(1H,3H)-dione